4-(4-((1S,5S)-3,6-diazabicyclo[3.2.1]octane-3-yl)-8-fluoro-2-(((2R,7aS)-2-Fluorotetrahydro-1H-pyrrolizin-7a(5H)-yl)methoxy)pyrido[4,3-d]pyrimidin-7-yl)-5-ethynylnaphthalene-2-ol [C@@H]12CN(C[C@@H](NC1)C2)C=2C1=C(N=C(N2)OC[C@]23CCCN3C[C@@H](C2)F)C(=C(N=C1)C1=CC(=CC2=CC=CC(=C12)C#C)O)F